C(C)P([O-])(=O)CC.[Ni+2].C(C)P([O-])(=O)CC nickel diethylphosphinate